1-[3-Hydroxy-2-(5H-imidazo[1,5-b]isoindol-5-yl)-7-azaspiro[3.5]nonan-7-yl]-2-(5-methylisoxazol-3-yl)ethanon OC1C(CC12CCN(CC2)C(CC2=NOC(=C2)C)=O)C2N1C(C=3C=CC=CC23)=CN=C1